S(=O)(=O)(O)CCC[N+](C)(C)CCCCCCCCCCCCCC L-3-sulfopropyl-tetradecyldimethyl-ammonium